C(#N)C=1C=C(C=CC1)C=1C=CC2=C(C=3CN(C(C3C=C2)=O)CC(C(=O)N)=C)C1 2-{[8-(3-cyanophenyl)-3-oxo-1H,2H,3H-benzo[e]isoindol-2-yl]methyl}prop-2-enamide